COCCN1N=CC=C1C(=O)N(C)CC1=CC=C(C=C1)NC(OCC1=CC=C(C=C1)Cl)=O 4-chlorobenzyl (4-((1-(2-methoxyethyl)-N-methyl-1H-pyrazole-5-carboxamido)meth-yl)phenyl)carbamate